P(=O)(OC[N+]1=C(C(=CC=C1)C1=CC(=NO1)CC1=CC=C(C=C1)OC1=NC(=C(C=C1F)F)F)N)(O)[O-] (2-amino-3-(3-(4-((3,5,6-trifluoropyridin-2-yl)oxy)benzyl)isoxazol-5-yl)pyridin-1-ium-1-yl)methyl hydrogen phosphate